N[C@H]1CN(C2=C(OC1)C=CC(=C2)N2CC1(C2)CCOCC1)C (S)-3-amino-5-methyl-7-(7-oxa-2-azaspiro[3.5]nonan-2-yl)-2,3-dihydrobenzo[b][1,4]oxazepin